NC=1C=CC(=NC1)C=1SC=CC1NC(O[C@H](C)C1=C(C=CC=C1)Cl)=O (R)-1-(2-chlorophenyl)ethyl (2-(5-aminopyridin-2-yl)thiophen-3-yl)carbamate